2-(4-(5-chloro-2-cyanophenyl)-5-methoxy-2-oxopyridin-1(2H)-yl)-2-fluoro-N-(2-methyl-2H-indazol-5-yl)acetamide ClC=1C=CC(=C(C1)C1=CC(N(C=C1OC)C(C(=O)NC1=CC2=CN(N=C2C=C1)C)F)=O)C#N